FNS(=O)(=O)[NH-] fluorosulfamoyl-amide